2-(n-butylsulfanyl)benzonitrile C(CCC)SC1=C(C#N)C=CC=C1